N-(2-fluoro-4-(2-(((3S,5S)-5-fluoropiperidin-3-yl)amino)pyrido[3,2-d]pyrimidin-6-yl)phenyl)-1-phenyl-methanesulfonamide FC1=C(C=CC(=C1)C=1C=CC=2N=C(N=CC2N1)N[C@@H]1CNC[C@H](C1)F)NS(=O)(=O)CC1=CC=CC=C1